NC=1C=2N(C=CN1)N=C(C2C2=CC=C(C=C2)C(=O)N2CCCC2)C2=CC=C(C=C2)NC(C(=C)C)=O N-(4-(4-amino-3-(4-(pyrrolidine-1-carbonyl)phenyl)pyrazolo[1,5-a]pyrazin-2-yl)phenyl)methacrylamide